C(C)C1=NN(C2=C1C(NCC1(CCOCC1)C2)=O)C[C@H](COC(C2=C(C=C(C=C2)OC)C(F)(F)F)=O)C 4-Methoxy-2-(trifluoromethyl)benzoic acid [(2R)-3-(3-ethyl-4-oxo-spiro[6,8-dihydro-5H-pyrazolo[4,3-c]azepin-7,4'-tetrahydropyran]-1-yl)-2-methyl-propyl] ester